N,N-diethyl-5-(indolin-6-yloxy)naphthalen-2-amine C(C)N(C1=CC2=CC=CC(=C2C=C1)OC1=CC=C2CCNC2=C1)CC